S1C(=NC2=C1C[C@H](CC2)N)N (S)-4,5,6,7-tetrahydrobenzo[d]thiazole-2,6-Diamine